N,N'-bis-(4-guanidinomethyl-cyclohexyl)-terephthalamide N(C(=N)N)CC1CCC(CC1)NC(C1=CC=C(C(=O)NC2CCC(CC2)CNC(=N)N)C=C1)=O